N-(3-(7-azaspiro[3.5]nonan-2-yl)propyl)-4-((8-ethoxy-7-(1H-pyrazol-4-yl)-[1,2,4]triazolo[1,5-a]pyridin-2-yl)amino)-3-methylbenzenesulfonamide C1C(CC12CCNCC2)CCCNS(=O)(=O)C2=CC(=C(C=C2)NC2=NN1C(C(=C(C=C1)C=1C=NNC1)OCC)=N2)C